4-((1-(2-morpholinoethyl)-1H-pyrazol-4-yl)amino)-2-phenylpyrimidino[4,5-d]pyridazin-5(6H)-one O1CCN(CC1)CCN1N=CC(=C1)NC1=NC(=NC=2C=NNC(C21)=O)C2=CC=CC=C2